ClC(CCC(=O)OCCCCCCCCCCCCCCCCCCCC)C eicosyl 4-chlorovalerate